O=C1NC(CCC1N1CCC2=C(C=CC=C12)N1CCC(CC1)(O)CC(=O)OC(C)(C)C)=O tert-butyl 2-(1-(1-(2,6-dioxopiperidin-3-yl) indolin-4-yl)-4-hydroxypiperidin-4-yl)acetate